C1=CC=C2C(=C1)C=CC(=C2N=NC3=C(C=C(C=C3)N=NC4=CC=C(C=C4)S(=O)(=O)[O-])S(=O)(=O)[O-])O.[Na+].[Na+] The molecule is an organic sodium salt having 2-[(2-hydroxynaphthalen-1-yl)diazenyl]-5-[(4-sulfonatophenyl)diazenyl]benzene-1-sulfonate as the counterion. Used as a plasma stain in Masson's trichrome. It has a role as a histological dye. It contains a Biebrich scarlet(2-).